C=1N=CN2C1C1=CC=CC=C1[C@@H]2[C@@H]2[C@H](C=1C=CC=NC1CC2)O (5R,6R)-6-((S)-5H-Imidazo[5,1-a]isoindol-5-yl)-5,6,7,8-tetrahydrochinolin-5-ol